BrC=1C=C(OCCC2N(CCCC2)C(=O)OC(C)(C)C)C=CC1OC tert-butyl 2-(2-(3-bromo-4-methoxyphenoxy)ethyl)piperidine-1-carboxylate